BrC1=CC2=C(CCCN(C2=O)C)C=C1 8-bromo-2-methyl-4,5-dihydro-3H-2-benzoazepin-1-one